ClC=1C=C2CCC[C@@]3(C2=CC1)COC1=CC=C2S(NC(C(OC/C=C/[C@@H]([C@@H]4CC[C@H]4CN(C3)C1=C2)O)(C)C)=O)(=O)=O (3R,6R,7S,8E,22S)-6'-Chloro-7-hydroxy-12,12-dimethyl-15,15-dioxo-spiro[11,20-dioxa-15-thia-1,14-diazatetracyclo[14.7.2.03,6.019,24]pentacosa-8,16,18,24-tetraene-22,1'-tetralin]-13-one